C12CNCC(CC1)N2C=2C=C1C(N(C(C1=CC2F)=O)C2C(NC(CC2)=O)=O)=O 5-(3,8-diazabicyclo[3.2.1]octan-8-yl)-2-(2,6-dioxopiperidin-3-yl)-6-fluoroisoindoline-1,3-dione